1,9-deca-diene C=CCCCCCCC=C